NC1=C(C=C(C=N1)C1=C2CN(C(C2=CC=C1)=O)CC(C(=O)N)=C)Cl 2-{[4-(6-amino-5-chloropyridin-3-yl)-1-oxo-2,3-dihydro-1H-isoindol-2-yl]methyl}prop-2-enamide